C1(=CC=C(C=C1)CC(C(=O)O)(C(=O)O)OC[C@H]1O[C@H]([C@H]([C@@H]1O)F)N1C2=NC(=NC(=C2N=C1)N)Cl)C1=CC=CC=C1 2-([1,1'-biphenyl]-4-ylmethyl)-2-(((2R,3R,4S,5R)-5-(6-amino-2-chloro-9H-purin-9-yl)-4-fluoro-3-hydroxytetrahydro-furan-2-yl)methoxy)malonic acid